NC1=C(C=C(C=N1)C=1C=NN(C1)C1CCN(CC1)CC1=C(C=CC=C1)NC1C(NC(CC1)=O)=O)O[C@H](C)C1=C(C(=CC=C1Cl)F)Cl 3-((2-((4-(4-(6-amino-5-((R)-1-(2,6-dichloro-3-fluorophenyl)ethoxy)pyridin-3-yl)-1H-pyrazol-1-yl)piperidin-1-yl)methyl)phenyl)amino)piperidine-2,6-dione